dimethylsilyl-bis(tetrahydroindenyl)zirconium (II) C[SiH](C)[Zr-](C1CCC2CC=CC=C12)C1CCC2CC=CC=C12